[2H]C(=O)[C@H]([C@H](O)[C@H](O)CO)[2H] 2-deoxy-1,2(S)-dideuterio-D-erythro-pentose